FC1=CC2=C(N[C@H](CN2)[C@@H](C2=CC=CC=C2)NCCC=2C=C(C=C(C2)C)[C@@H](C(=O)O)C)N=C1 |o1:26| (S or R)-2-(3-(2-(((R)-((R)-7-fluoro-1,2,3,4-tetrahydropyrido[2,3-b]pyrazin-3-yl)(phenyl)methyl)amino)ethyl)-5-methylphenyl)propanoic acid